tert-butyl ((1r,4r)-4-(2-(6-chloro-4-((tetrahydro-2H-pyran-4-yl) amino)nicotinoyl)hydrazine-1-carbonyl)cyclohexyl)(methyl)carbamate ClC1=NC=C(C(=O)NNC(=O)C2CCC(CC2)N(C(OC(C)(C)C)=O)C)C(=C1)NC1CCOCC1